(1H-INDOL-5-YL)ACRYLAMID N1C=CC2=CC(=CC=C12)C(C(=O)N)=C